FC1S(=O)(=O)C(CC1(CF)F)(F)F 2,3,5,5-tetrafluoro-3-(fluoromethyl)sulfolane